Potassium bis(2,2,2-trifluoroethyl) phosphate P(=O)(OCC(F)(F)F)(OCC(F)(F)F)[O-].[K+]